C(C)(C)(C)OC(=O)N[C@H](CC(=O)OC)CC(C)C methyl (S)-3-((tert-butoxycarbonyl)amino)-5-methylhexanoate